1-(5-(4-amino-7-(1-methylpiperidin-4-yl)-7H-pyrrolo[2,3-d]pyrimidin-5-yl)imidazo[1,2-a]pyridin-8-yl)-3-(5-(1-(trifluoromethyl)cyclopropyl)isoxazol-3-yl)urea NC=1C2=C(N=CN1)N(C=C2C2=CC=C(C=1N2C=CN1)NC(=O)NC1=NOC(=C1)C1(CC1)C(F)(F)F)C1CCN(CC1)C